C(CCCCCCCCCCCCCCCCCCC)(=O)O[Si](C)(C)C eicosanoic acid, trimethylsilyl ester